C1OCC12CC(C2)NC2=NC=C1N=C(N(C1=N2)C2CCC(CC2)C(=O)N)NC2=C(C=C(C=C2F)Cl)Cl (1s,4s)-4-(2-(2-oxaspiro[3.3]heptan-6-ylamino)-8-(2,4-dichloro-6-fluorophenylamino)-9H-purin-9-yl)cyclohexanecarboxamide